1-(3-methyl-3-(1H-1,2,3-triazol-4-yl)pyrrolidin-1-yl)prop-2-en-1-one CC1(CN(CC1)C(C=C)=O)C=1N=NNC1